methyl 3-cyclopentyl-1-hydroxy-1,3-dihydrobenzo[c][1,2]oxaborole-3-carboxylate C1(CCCC1)C1(C2=C(B(O1)O)C=CC=C2)C(=O)OC